1-(3-(((1R,3R,5R,7S)-adamantan-2-ylidene)methyl)benzo[d]isoxazol-5-yl)ethan-1-one C12C(C3CC(CC(C1)C3)C2)=CC2=NOC3=C2C=C(C=C3)C(C)=O